Barium cyclobutane C1CCC1.[Ba]